CC(C(C)C)S[SiH2][SiH2]SC(C(C)C)C 1,2-bis(1,2-dimethylpropylthio)disilane